[2-(Hydroxy)-6-pentadecylphenyl](2-hydroxyphenyl)methanone OC1=C(C(=CC=C1)CCCCCCCCCCCCCCC)C(=O)C1=C(C=CC=C1)O